BrC1=NN(C(=C1)CC#N)C1OCCCC1 2-[3-bromo-1-(oxan-2-yl)-1H-pyrazol-5-yl]Acetonitrile